ethyl 2-[3-(1-acetylpiperidin-4-yl)-4'-fluoro-1'-methyl-[4,6'-biindazol]-1-yl]acetate C(C)(=O)N1CCC(CC1)C1=NN(C=2C=CC=C(C12)C1=CC(=C2C=NN(C2=C1)C)F)CC(=O)OCC